4-(3-fluorophenyl)-3,5-dimethyl-1H-pyrazole FC=1C=C(C=CC1)C=1C(=NNC1C)C